tert-butyl ((6-((5,6,7,8-tetrahydroimidazo[1,2-a]pyridin-7-yl)methoxy)pyridin-3-yl)methyl)carbamate N=1C=CN2C1CC(CC2)COC2=CC=C(C=N2)CNC(OC(C)(C)C)=O